BrC=1OC2=C(C1Br)C=CC(=C2)C(=O)OC Methyl 2,3-dibromobenzofuran-6-carboxylate